ClC1=CC=C(C=C1)CC(=O)N1CCC2=CC=C(C=C12)SC(F)(F)F 2-(4-chlorophenyl)-1-(6-((trifluoromethyl)thio)indolin-1-yl)ethanone